C12C(CC(CC1)C2)NCC=2NC1=CC(=CC=C1C2)CNC(=O)C=2N=C1N(C(C2)=O)C=CC=C1 N-({2-[({bicyclo[2.2.1]heptan-2-yl}amino)methyl]-1H-indol-6-yl}methyl)-4-oxo-4H-pyrido[1,2-a]pyrimidine-2-carboxamide